BrC1=NC=CC(=C1)NC=1N=NC=C(C1)C1=CC=C(C=C1)OC(F)F N-(2-bromopyridin-4-yl)-5-(4-(difluoromethoxy)phenyl)-pyridazin-3-amine